[Cl-].C(CCCCCCC\C=C/CCCCCCCC)(=O)OCCN1C(=[N+](C=C1)CCO)CCCCCCCC\C=C/CCCCCCCC 1-[2-(oleoyloxy)ethyl]-2-oleyl-3-(2-hydroxyethyl)imidazolium chloride